N-[4-[3-Chloro-4-(4-methylpiperazin-1-yl)phenoxy]-6-(2,6-dimethylphenyl)pyrimidin-2-yl]-1-methyl-pyrazole-4-sulfonamide ClC=1C=C(OC2=NC(=NC(=C2)C2=C(C=CC=C2C)C)NS(=O)(=O)C=2C=NN(C2)C)C=CC1N1CCN(CC1)C